C1=CC=CC=2C3=CC=CC=C3C(C12)COC(=O)N([C@H](C(=O)O)CC(C)C)C (2S)-2-[9H-fluoren-9-yl-methoxycarbonyl-(methyl)amino]-4-methyl-pentanoic acid